4-aminopyridinecarbonitrile NC1=CC(=NC=C1)C#N